ClC=1C=C(CNC(=O)C=2OC=C(N2)C2=NC(=NC=C2F)NC2=CC=NN2C)C=CC1 N-(3-chlorobenzyl)-4-(5-fluoro-2-((1-methyl-1H-pyrazol-5-yl)amino)pyrimidin-4-yl)oxazole-2-carboxamide